4-(2-aminoethyl)phenylboronic acid NCCC1=CC=C(C=C1)B(O)O